C(C)(=O)OC(CN1CCC(CC1)NC1=C2C=C(N(C2=CC=C1)CC(F)(F)F)C#CCNC1=C(C=C(C=C1)S(=O)(=O)C)OC)COC 1-{4-[(2-{3-[(4-methanesulfonyl-2-methoxyphenyl)amino]prop-1-yn-1-yl}-1-(2,2,2-trifluoroethyl)-1H-indol-4-yl)amino]piperidin-1-yl}-3-methoxypropan-2-yl acetate